ClC=1C=C(C=CC1F)C1=C(C=CC(=C1C)N)N (3-chloro-4-fluorophenyl)-3-methylbenzene-1,4-diamine